((3-fluoro-1H-indazol-5-yl)methyl)-1-(5-(5-fluoro-2-methoxypyridin-4-yl)-1H-pyrazole-3-carbonyl)piperidine-4-carboxamide FC1=NNC2=CC=C(C=C12)CC1N(CCC(C1)C(=O)N)C(=O)C1=NNC(=C1)C1=CC(=NC=C1F)OC